4-chloro-5-ethyl-N1-(2-((4-fluorobenzyl)oxy)ethyl)benzene-1,2-diamine ClC=1C=C(C(=CC1CC)NCCOCC1=CC=C(C=C1)F)N